FC1=CC(=C(N)C(=C1)C1=CC(=NC=C1)C)C(C)C 4-fluoro-2-isopropyl-6-(2-methylpyridin-4-yl)aniline